FC1=CC=CC=2C(=N[C@@H](C(NC21)=O)NC(=O)C=2C(=NN1C2OCCC1)C=1C(=NC(=CC1)NC(C)C)F)C1=CC=CC=C1 N-[(3S)-9-Fluoro-2-oxo-5-phenyl-1,3-dihydro-1,4-benzodiazepin-3-yl]-2-[2-fluoro-6-(propan-2-ylamino)pyridin-3-yl]-6,7-dihydro-5H-pyrazolo[5,1-b][1,3]oxazine-3-carboxamide